(4-aminocyclohexyl)-N-methyl-carbamic acid tert-butyl ester C(C)(C)(C)OC(N(C)C1CCC(CC1)N)=O